ClC=1C(=C(C=CC1F)C(NC(=O)[C@H]1NC(NC1)=O)C12CC(C1)(C2)C(F)(F)F)F (4S)-N-((3-chloro-2,4-difluorophenyl)(3-(trifluoromethyl)bicyclo[1.1.1]pentan-1-yl)methyl)-2-oxoimidazolidine-4-carboxamide